(10-(3,4-dimethoxyphenoxy)decyl)triphenylphosphonium bromine salt [Br+].COC=1C=C(OCCCCCCCCCC[P+](C2=CC=CC=C2)(C2=CC=CC=C2)C2=CC=CC=C2)C=CC1OC